OC1=C(C=CC(=C1)C(F)(F)F)C1=C2C(=C(N=N1)NC[C@]13NC([C@H](CC1)C3)=O)C=NC=C2 (1S,4R)-1-(((1-(2-hydroxy-4-(trifluoromethyl)phenyl)pyrido[3,4-d]pyridazin-4-yl)amino)methyl)-2-azabicyclo[2.2.1]heptan-3-one